C(C1=CC=CC=C1)N1N=CC(=C1)C=1C=NC=CC1OC 3-(1-benzyl-1H-pyrazol-4-yl)-4-methoxypyridine